4-{[3-(2-aminobenzo[d]thiazol-6-yl)-5-trifluoromethyl-1H-pyrazol-1-yl]methyl}-N-hydroxybenzamide NC=1SC2=C(N1)C=CC(=C2)C2=NN(C(=C2)C(F)(F)F)CC2=CC=C(C(=O)NO)C=C2